ClC1=NN2C(N=CC(=C2[C@H](C)OC)NC(NC=2C=C(C(=NC2)N2N=CC(=C2)NC(=O)N2CC(C2)(C)C)C(F)(F)F)=O)=C1 (S)-N-(1-(5-(3-(2-chloro-7-(1-methoxyethyl)pyrazolo[1,5-a]pyrimidin-6-yl)ureido)-3-(trifluoromethyl)pyridin-2-yl)-1H-pyrazol-4-yl)-3,3-dimethyl-azetidine-1-carboxamide